(S)-N-[(1E,3R)-3-[(tert-butyldimethylsilyl)oxy]-4-chlorobutylidene]-2-methylpropane-2-sulfinamide [Si](C)(C)(C(C)(C)C)O[C@H](C\C=N\[S@@](=O)C(C)(C)C)CCl